C1CCC2=CC(=CC=C12)NC(\C=C\C1=CC(=C(C=C1)OC)OC)=O (E)-N-(2,3-dihydro-1H-inden-5-yl)-3-(3,4-dimethoxyphenyl)acrylamide